N-propylmethylamine C(CC)NC